NC1=CC(=NC(=C1)C=O)C=O 4-aminopyridine-2,6-dicarboxaldehyde